CC1(CC=2C(=CN=C(C2)C2=NSC(=N2)NC2=NC=C(C=C2N(C(C)=O)C)C(F)(F)F)O1)C N-(2-(3-(2,2-dimethyl-2,3-dihydrofuro[2,3-c]pyridin-5-yl)-1,2,4-thiadiazol-5-ylamino)-5-(trifluoromethyl)pyridin-3-yl)-N-methylacetamide